N[C@@H](CCCCN[C@H](C(=O)O)CCC(=O)O)C(=O)O Saccharopin